CN(C(=O)C=1C=C(C=C2C1C(=C(O2)C2=CC=C(C=C2)OC)C2=CC(=CC(=C2)OC)OC)OC)CC2=CC=CC=C2 N-methyl-N-(phenylmethyl)-2-(4-methoxyphenyl)-3-(3,5-dimethoxyphenyl)-6-methoxy-4-benzofurancarboxamide